[5-amino-4-cyano-1-[(1S)-2,2,2-trifluoro-1-methyl-ethyl]pyrazol-3-yl]boronic acid NC1=C(C(=NN1[C@H](C(F)(F)F)C)B(O)O)C#N